Cl.Cl.FC1(CCC(CC1)CNN)F [(4,4-Difluorocyclohexyl)methyl]hydrazine Dihydrochloride